C(C)(C)(C)OC(CN1N=C(C2=CC(=CC(=C12)COCC=C)Br)I)=O.C=C1OCCCCO1 2-Methylene-1,3-Dioxepane tert-Butyl-2-(7-((Allyloxy)methyl)-5-bromo-3-iodo-1H-indazol-1-yl)acetate